N-(4-(((tert-butyldiphenylsilyl)oxy)methyl)phenyl)-2-(methylamino)acetamide [Si](C1=CC=CC=C1)(C1=CC=CC=C1)(C(C)(C)C)OCC1=CC=C(C=C1)NC(CNC)=O